1,1,1,3,3,3-Hexafluoropropan-2-yl 4-(2-(8-oxa-3-azabicyclo[3.2.1]octan-3-yl)-4-(trifluoromethyl)benzyl)piperazine-1-carboxylate C12CN(CC(CC1)O2)C2=C(CN1CCN(CC1)C(=O)OC(C(F)(F)F)C(F)(F)F)C=CC(=C2)C(F)(F)F